ethyl 1-(6-{[(tert-butoxy)carbonyl] amino}pyridin-3-yl)-6-chloro-7-{3-[(2-methoxyethyl)(methyl)amino]-1H-pyrazol-1-yl}-4-oxo-1,4-dihydroquinoline-3-carboxylate C(C)(C)(C)OC(=O)NC1=CC=C(C=N1)N1C=C(C(C2=CC(=C(C=C12)N1N=C(C=C1)N(C)CCOC)Cl)=O)C(=O)OCC